1,4-Dihydro-1,2-dimethyl-4-phenylcyclopent[b]indol-3(2H)-one CC1C(C(C=2N(C=3C=CC=CC3C21)C2=CC=CC=C2)=O)C